(1aR,7bS)-5-[2-(4-dimethylamino-butylamino)benzenesulfonylamino]-1,1a,2,7b-tetrahydrocyclopropa[c]benzopyran-4-carboxylic acid CN(CCCCNC1=C(C=CC=C1)S(=O)(=O)NC1=C(C2=C([C@@H]3[C@H](CO2)C3)C=C1)C(=O)O)C